FC(=CC(=O)NC1=CC(=CC=C1)Cl)N1C=CC2=CC=CC=C12 3-fluoro-N-(3-chlorophenyl)-3-indol-1-ylacrylamide